C(C1=CC=CC=C1)C1=CC(=NO1)C(=O)N[C@H]1C=2N(C3=C(CC1)C=CC=C3)C=NN2 (R)-5-benzyl-N-(5,6-dihydro-4H-benzo[f][1,2,4]triazolo[4,3-a]azepin-4-yl)isoxazole-3-carboxamide